racemic-2-(3-isopropyl-2-(8-methyl-[1,2,4]triazolo[1,5-a]pyridin-6-yl)-1H-indol-5-yl)-4,5,5-trimethylmorpholine C(C)(C)C1=C(NC2=CC=C(C=C12)[C@@H]1CN(C(CO1)(C)C)C)C=1C=C(C=2N(C1)N=CN2)C |r|